COS(=O)(=O)[O-].OC1=CC=C(C=C1)[S+](C)C 4-hydroxyphenyl-(dimethyl)sulfonium methylsulfate